1-fluoro-N-((6S,7S)-5-(2-hydroxy-2-methylpropanoyl)-6-((2,3',5'-trifluoro-[1,1'-biphenyl]-3-yl)methyl)-5-azaspiro[2.4]heptan-7-yl)methanesulfonamide Sodium Acetate C(C)(=O)[O-].[Na+].FCS(=O)(=O)N[C@@H]1[C@@H](N(CC12CC2)C(C(C)(C)O)=O)CC=2C(=C(C=CC2)C2=CC(=CC(=C2)F)F)F